C(C(=C)CC(=O)O)(=O)O.C(C=CC=CCCCC)O mono-2,4-nonadien-1-ol itaconate